triisopropyl-2-methyl-6-quinolineboronic acid lithium salt [Li+].C(C)(C)C1=C2C(=C(C(=NC2=CC=C1B([O-])[O-])C)C(C)C)C(C)C.[Li+]